C[N+]1=CC=C(C=C1)C(C=CC1=NC2=C(C=CC=C2C=C1)C)=O 1-methyl-4-[3-(8-methyl-quinolin-2-yl)-acryloyl]-pyridinium